(S)-1-(3,5-dimethylpyridin-2-yl)-3-methylpiperazine CC=1C(=NC=C(C1)C)N1C[C@@H](NCC1)C